IC1=CC(=C(C=C1)C1=CC=C(C=C1)I)[N+](=O)[O-] 4,4'-diiodo-2-nitro-1,1'-biphenyl